NC1=C2N=CN(C2=NC=N1)C[C@@H](C)OCP(OCCCOCCCCCCCCCCC#CC=1SC=CC1)(O)=O 3-((12-(thiophen-2-yl)dodec-11-yn-1-yl)oxy)propyl hydrogen ((((R)-1-(6-amino-9H-purin-9-yl)propan-2-yl)oxy)methyl)phosphonate